5-methyl-2-[(propan-2-yl)oxy]benzene-1-sulfonamide CC=1C=CC(=C(C1)S(=O)(=O)N)OC(C)C